(3-(2-((1-methyl-1H-pyrazol-4-yl)amino)pyrimidin-4-yl)-8-azabicyclo[3.2.1]oct-2-en-8-yl)(tetrahydrofuran-3-yl)methanone CN1N=CC(=C1)NC1=NC=CC(=N1)C1=CC2CCC(C1)N2C(=O)C2COCC2